2-(3-methoxyphenyl)quinolin-4(1H)-one COC=1C=C(C=CC1)C=1NC2=CC=CC=C2C(C1)=O